tris[4-[N-(3-methylphenyl)-N-phenylamino]phenyl]amine CC=1C=C(C=CC1)N(C1=CC=CC=C1)C1=CC=C(C=C1)N(C1=CC=C(C=C1)N(C1=CC(=CC=C1)C)C1=CC=CC=C1)C1=CC=C(C=C1)N(C1=CC(=CC=C1)C)C1=CC=CC=C1